OC(=O)C(F)(F)F.FC(C1=CC(=NC=C1)C(=O)N)(F)F 4-(trifluoromethyl)pyridineamide TFA salt